C(CCC)C(C(=O)N)(C)C1=CC=CC=C1 n-butylphenylpropionamide